[N+](=O)([O-])[O-].[Y+3].[N+](=O)([O-])[O-].[N+](=O)([O-])[O-] Yttrium(III) nitrate